(5H-imidazo[5,1-a]isoindol-5-yl)-2-methyl-4,5,6,7-tetrahydrobenzo[d]oxazol-4-ol C=1N=CN2C1C1=CC=CC=C1C2C2(CCCC1=C2N=C(O1)C)O